bis-fluorosulfonyl-bisphenol a FS(=O)(=O)C=1C(=C(O)C=CC1C(C)(C)C1=CC=C(C=C1)O)S(=O)(=O)F